NCC=1C=C(C=CC1)C1CCN(CC1)C(=O)C1=C(C(=C(C=C1)O)O)O (4-(3-(aminomethyl)phenyl)piperidin-1-yl)(2,3,4-trihydroxyphenyl)methanone